[C@H]12CN(C[C@H](CC1)N2)C=2C1=C(N=C(N2)OCC23CCC(CC2)(CC3)C=C)C(=C(N=C1)C1=C(C=CC3=C(C(=CC=C13)F)C#C)O)F (4-((1R,5S)-3,8-diazabicyclo[3.2.1]oct-3-yl)-8-fluoro-2-((4-vinylbicyclo[2.2.2]oct-1-yl)methoxy)pyrido[4,3-d]pyrimidin-7-yl)-5-ethynyl-6-fluoronaphthalen-2-ol